C1(CCCCC1)CN(C[C@@H](COS(=O)(=O)C)C)C[C@H](COS(=O)(=O)C)C (S)-methanesulfonic acid 3-((cyclohexylmethyl) ((R)-2-methyl-3-(methylsulfonyloxy) propyl) amino)-2-methylpropyl ester